N-((S)-2-((4-((S)-1-(5,5-difluoro-2-oxotetrahydropyrimidin-1(2H)-yl)-2-methoxyethyl)pyridin-2-yl)amino)-1-(4,4-difluorocyclohexyl)-2-oxoethyl)-3-ethylisoxazole-4-carboxamide FC1(CNC(N(C1)[C@H](COC)C1=CC(=NC=C1)NC([C@H](C1CCC(CC1)(F)F)NC(=O)C=1C(=NOC1)CC)=O)=O)F